[N+](#[C-])C(CCCCC(C(=O)OCC)(C)C)(CCCCC(C(=O)OCC)(C)C)S(=O)(=O)C1=CC=C(C)C=C1 diethyl 7-isocyano-2,2,12,12-tetramethyl-7-tosyltridecanedioate